OC(=O)C1C2C3C4C=CC(C3C(C1C(=O)O)C2)C4 9,10-dihydroxycarbonyltetracyclo[6.2.1.13,6.02,7]dodec-4-ene